(1R,2S)-cyclohexanedicarboxylate calcium [Ca+2].C1(CCCCC1)(C(=O)[O-])C(=O)[O-]